C(C1=CC=CC=C1)OC=1C=NN(C1C)CCCF 4-benzyloxy-1-(3-fluoropropyl)-5-methyl-pyrazole